3-thienyl-N,N-dimethylacrylamide S1C=C(C=C1)C(C(=O)N(C)C)=C